NC1=C(C=2C(=NN(C2C(F)(F)F)CC)N1C1=C(C(=CC=C1C)OC)C)C#N 5-amino-2-ethyl-6-(3-methoxy-2,6-dimethylphenyl)-3-(trifluoromethyl)-2,6-dihydropyrrolo[2,3-c]pyrazole-4-carbonitrile